13-chloro-19,21-difluoro-14-methoxy-16,16-dioxo-5-(trifluoromethyl)-9-oxa-16λ6-thia-17-azatetracyclo[16.3.1.111,15.02,7]tricosa-1(21),2,4,6,11,13,15(23),18(22),19-nonaen-10-one ClC=1C=C2C(OCC3=CC(=CC=C3C3=C(C=C(C(NS(C(C1OC)=C2)(=O)=O)=C3)F)F)C(F)(F)F)=O